2-methyl-1,9-nonanedialdehyde CC(C=O)CCCCCCC=O